4-[4-(hydroxymethyl)-1-piperidyl]benzoic acid OCC1CCN(CC1)C1=CC=C(C(=O)O)C=C1